Cl[Ru](=CC1=C(C=CC=C1)OC(C)C)Cl Dichloro-[(2-isopropoxyphenyl)methylene]ruthenium